FC(C(=O)O)(F)F.ClC1=C(C=CC(=C1NC=1C(=C2C(N(C=NC2=CC1)C)=O)C)F)NS(=O)(=O)N1CCC1 N-(2-chloro-3-((3,5-dimethyl-4-oxo-3,4-dihydro-quinazolin-6-yl)amino)-4-fluorophenyl)azaCyclobutane-1-sulfonamide trifluoroacetate salt